C[As]([O-])([O-])=O methylarsonate